C1(=CCCC1)B(O)O 1-cyclopentenylboronic acid